N-(2,4-dimethoxybenzyl)-9-fluoro-8-methoxy-2-(4-methylpiperidin-3-yl)-[1,2,4]triazolo[1,5-c]quinazolin-5-amine COC1=C(CNC2=NC=3C=C(C(=CC3C=3N2N=C(N3)C3CNCCC3C)F)OC)C=CC(=C1)OC